C(#N)C1=CC=C(CCNC(=O)C=2N=C(SC2)C#C)C=C1 N-(4-cyanophenethyl)-2-ethynyl-thiazole-4-carboxamide